C(C)(C)(C)OC(=O)N1CCC=C(C1)C=1N=NC(=CC1N)Cl 5-(4-amino-6-chloropyridazin-3-yl)-1,2,3,6-tetrahydropyridine-1-carboxylic acid tert-butyl ester